5-((4-(7-chloro-[1,2,4]triazolo[1,5-a]pyridin-6-yl-2,5,8-d3)piperidin-1-yl)sulfonyl)-2-methyloxazole ClC1=C(C=2N(C(=C1C1CCN(CC1)S(=O)(=O)C1=CN=C(O1)C)[2H])N=C(N2)[2H])[2H]